2,3-dimethyltetralin CC1CC2=CC=CC=C2CC1C